1,1-diethoxy-n,n-dimethylmethanamine CCOC(N(C)C)OCC